NC(C(=O)O)C(CC)CC 2-AMINO-3-ETHYL-PENTANOIC ACID